C(C1=CC=CC=C1)OCC[C@@H]1C([C@@H](C1)O)(C)C (1R,3S)-3-(2-(Benzyloxy)ethyl)-2,2-dimethylcyclobutan-1-ol